1-(6-(2-hydroxypropan-2-yl)pyridin-2-yl)-2-(4-methoxybenzyl)-6-(methylthio)-1,2-dihydro-3H-pyrazolo[3,4-d]pyrimidin-3-one OC(C)(C)C1=CC=CC(=N1)N1N(C(C=2C1=NC(=NC2)SC)=O)CC2=CC=C(C=C2)OC